C(C)N1C([C@@]2(C3=CC(=CC=C13)OC)[C@@H](C2)C2=CC=C1C(=NN(C1=C2)C(=O)OC(C)(C)C)I)=O tert-butyl 6-[(1R,2S)-1'-ethyl-5'-methoxy-2'-oxospiro[cyclopropane-1,3'-indol]-2-yl]-3-iodoindazole-1-carboxylate